CSC1=CC=C(C=C1)C(C)=O 1-(4-methylthiophenyl)-ethanone